4-(2-fluorophenyl)-7-(5-methyl-1H-imidazol-1-yl)-2-(2-(2-propenoyl)-2,6-diazaspiro[3.4]octan-6-yl)-3-quinolinecarbonitrile FC1=C(C=CC=C1)C1=C(C(=NC2=CC(=CC=C12)N1C=NC=C1C)N1CC2(CN(C2)C(C=C)=O)CC1)C#N